C1(CC1)N1CCC(CC1)C(=O)NC=1N=CC2=CC=C(C=C2C1)C=1C=NN(C1CN1CCCCC1)C 1-cyclopropyl-N-(6-(1-methyl-5-(piperidin-1-ylmethyl)-1H-pyrazol-4-yl)isoquinolin-3-yl)piperidine-4-carboxamide